[4-[[5-fluoro-4-(3-isopropyl-2-methyl-imidazol-4-yl)pyrimidin-2-yl]amino]phenyl]-[(3S)-3-[methyl-[2-(4-piperidyloxy)ethyl]amino]pyrrolidin-1-yl]methanone FC=1C(=NC(=NC1)NC1=CC=C(C=C1)C(=O)N1C[C@H](CC1)N(CCOC1CCNCC1)C)C=1N(C(=NC1)C)C(C)C